9-bromo-7,7-bis(4-hexylphenyl)-5-methoxy-7H-benzo[c]fluorene BrC=1C=CC=2C=3C4=C(C(=CC3C(C2C1)(C1=CC=C(C=C1)CCCCCC)C1=CC=C(C=C1)CCCCCC)OC)C=CC=C4